6-(3-chloro-2-fluorophenoxy)-5-[(5RS)-5-(2-chloro-4-methylbenzyl)-5,6-dihydro-4H-1,2,4-oxadiazin-3-yl]pyrazolo[1,5-a]pyridine ClC=1C(=C(OC=2C(=CC=3N(C2)N=CC3)C3=NOC[C@H](N3)CC3=C(C=C(C=C3)C)Cl)C=CC1)F |r|